tert-butyl (R)-pyrrolidin-3-yl-carbamate N1C[C@@H](CC1)NC(OC(C)(C)C)=O